(1S)-1-(2,4-Difluorophenyl)ethanamine FC1=C(C=CC(=C1)F)[C@H](C)N